5-(methylamino)-6-(3-methylimidazo[4,5-c]pyridin-7-yl)-3-[2,3,5-trifluoro-4-[(1S,4S)-2-oxa-5-azabicyclo[2.2.1]hept-5-yl]anilino]pyrazine-2-carboxamide CNC=1N=C(C(=NC1C=1C2=C(C=NC1)N(C=N2)C)C(=O)N)NC2=C(C(=C(C(=C2)F)N2[C@@H]1CO[C@H](C2)C1)F)F